C(C)OC1=NC=C(C(=C1)C1=CC(=NN1)C(=O)N1C2(CC2)C[C@@H](CC1)C(=O)NC1CCC(CC1)(C(F)(F)F)O)F (7R)-4-[5-(2-ethoxy-5-fluoropyridin-4-yl)-1H-pyrazole-3-carbonyl]-N-[(1R,4R)-4-hydroxy-4-(trifluoromethyl)cyclohexyl]-4-azaspiro[2.5]octane-7-carboxamide